8-chloro-2-(4-fluorophenyl)-3-methyl-2,7-naphthyridin-1(2H)-one ClC=1N=CC=C2C=C(N(C(C12)=O)C1=CC=C(C=C1)F)C